C(C1=CC=CC=C1)(C1=CC=CC=C1)OC(=O)C1=C(C(O[C@H]2N1C([C@@H]2OC)=O)N)CSC2=NN=NN2 Amino-7α-methoxy-3-(5-tetrazolyl)thiomethyl-1-oxa-3-cephem-4-carboxylic acid benzhydryl ester